C(C)(C)(C)OC(=O)N[C@@H](C(C)C)C(=O)N1[C@@H]([C@H]2C([C@H]2C1)(C)C)C(=O)OC methyl (1R,2S,5S)-3-((tert-butoxycarbonyl)-L-valyl)-6,6-dimethyl-3-azabicyclo[3.1.0]hexane-2-carboxylate